trans-perfluoro-2,3-dimethylcyclobutane FC1([C@@]([C@](C1(F)F)(C(F)(F)F)F)(C(F)(F)F)F)F